C(#N)C1=CC=C(C=C1)C1=CC=C(C=C1)C1=CC=C(C=C1)C1=CC=C(C=C1)C=1OC2=C(N1)C(=CC(=C2)C=2C1=CC=CC=C1C=1C=CC=CC1C2)C2=CC=CC=C2 2-(4'''-cyano-[1,1':4',1'':4'',1''']quaterphenyl-4-yl)-6-(phenanthrene-9-yl)-4-phenyl-benzoxazole